N1(CCC1)CC(=O)NC=1C=C(C(=NC1)C)NC(=O)C=1C=NN2C1SC(=C2)Br N-(5-(2-(azetidin-1-yl)acetamido)-2-methylpyridin-3-yl)-2-bromopyrazolo[5,1-b]thiazole-7-carboxamide